C(C)(C)(C)OC(=O)C1C(N(CC1)NC)(C(=O)O)CCCCB1OC(C(O1)(C)C)(C)C tert-butoxycarbonyl(methyl)amino-2-[4-(4,4,5,5-tetramethyl-1,3,2-dioxaborolan-2-yl)butyl]pyrrolidine-2-carboxylic acid